tert-butyl 4-((6-(chloromethyl)pyridin-2-yl)oxy)piperidine-1-carboxylate ClCC1=CC=CC(=N1)OC1CCN(CC1)C(=O)OC(C)(C)C